C(C)OC(CC1CN(CC1)C1=C(C=C(C=C1F)C1=NC=C(C(=N1)OC1CCC1)F)F)=O {1-[4-(4-cyclobutoxy-5-fluoro-pyrimidin-2-yl)-2,6-difluoro-phenyl]-pyrrolidin-3-yl}-acetic acid ethyl ester